5-iodo-7-(1,1,1-trifluoropropan-2-yl)imidazo[5,1-f][1,2,4]triazin-4-amine IC=1N=C(N2N=CN=C(C21)N)C(C(F)(F)F)C